2-(R)-(3,3-difluorocyclobutyl)(5-(2-methyl-2H-pyrazolo[3,4-b]pyridin-5-yl)thieno[2,3-b]pyridin-2-yl)methanol FC1(CC(C1)[C@]1(CC=2C(=NC=C(C2)C2=CC=3C(N=C2)=NN(C3)C)S1)CO)F